(S)-(2,2'-dimethoxy-1,1'-binaphthyl-3-yl)trimethylsilane COC1=C(C2=CC=CC=C2C=C1[Si](C)(C)C)C1=C(C=CC2=CC=CC=C12)OC